BrC1=CN=C(C(=N1)C(=O)OC)OC methyl 6-bromo-3-methoxypyrazine-2-carboxylate